N-{4-[2-(2-chloro-6-fluorophenyl)acetylamino]pyridin-2-yl}-N-(4-fluorophenyl)acetamide ClC1=C(C(=CC=C1)F)CC(=O)NC1=CC(=NC=C1)N(C(C)=O)C1=CC=C(C=C1)F